S(=O)(=O)(C1=CC=C(C)C=C1)N1CC=CC=C1 1-tosylpyridine